C(C)OC([C@@H]([C@H](\C=C\C1=CC(=CC=C1)C(F)(F)F)O)O)=O (2R,3S,E)-2,3-dihydroxy-5-(3-(trifluoromethyl)phenyl)pent-4-enoic acid ethyl ester